1-(tert-butyl)-4-(3-methylbenzoyl)-N-(4-(5-(N-methylmethylsulfonamido)-1,2,4-oxadiazol-3-yl)phenethyl)-1H-pyrazole-5-carboxamide C(C)(C)(C)N1N=CC(=C1C(=O)NCCC1=CC=C(C=C1)C1=NOC(=N1)N(S(=O)(=O)C)C)C(C1=CC(=CC=C1)C)=O